S1CCCC2=CC=C(C=C12)B(O)O thiochroman-7-boronic acid